1-{5-[(R)-(1,3-dimethyl-azetidin-3-yl)-hydroxy-(4-isopropyl-phenyl)-methyl]-pyridin-3-yl}-4-phenyl-pyrrolidin-2-one CN1CC(C1)(C)[C@@](C=1C=C(C=NC1)N1C(CC(C1)C1=CC=CC=C1)=O)(C1=CC=C(C=C1)C(C)C)O